C(C)C(COCC1OC1)CCCC 2-(((2-ethylhexyl)oxy)methyl)oxirane